C(C)(C)(C)C1=C(OCC(=O)NC2=CC=C(C=C2)O)C=CC(=C1)C#N 2-(2-(tert-butyl)-4-cyanophenoxy)-N-(4-hydroxyphenyl)acetamide